2-(2,6-dinitrophenyl)pyridine [N+](=O)([O-])C1=C(C(=CC=C1)[N+](=O)[O-])C1=NC=CC=C1